1-bromo-5-(1-[[2-(trimethylsilyl)ethoxy]methyl]pyrazol-4-yl)phthalazine BrC1=NN=CC2=C(C=CC=C12)C=1C=NN(C1)COCC[Si](C)(C)C